butandiamide C(CCC(=O)N)(=O)N